FC(C1=CC=CC(=N1)C(=O)NC1=CC=2N(C=C1C(=O)OCC)N=C(C2)CCC(C)(C)O)F ethyl 5-[[6-(difluoromethyl)pyridine-2-carbonyl]amino]-2-(3-hydroxy-3-methylbutyl)pyrazolo[1,5-a]pyridine-6-carboxylate